N1N=CC2=CC=C(C=C12)C=1N=C(C=2N(C1)C=CN2)NC2=CC=C(C=C2)N2CCOCC2 6-(1H-indazol-6-yl)-N-(4-morpholin-4-ylphenyl)imidazo[1,2-a]pyrazin-8-amine